NCC1(CCN(CC1)C1=C(C(N(C(=N1)C)C1=C(C(=CC=C1)Cl)Cl)=O)C)C 6-[4-(aminomethyl)-4-methylpiperidin-1-yl]-3-(2,3-dichlorophenyl)-2,5-dimethyl-3,4-dihydropyrimidin-4-one